NC1(CCC(CC1)C)CO (1r,4r)-(1-amino-4-methyl-cyclohexyl)methanol